cis-butaneEnedioic acid C(\C=C/C(=O)O)(=O)O